(4-{5-[5-Chloro-6-(2-methoxyethoxy)-1H-indazol-3-yl]-isoxazol-3-yl}-phenyl)-(4-methylpiperazin-1-yl)-methanon ClC=1C=C2C(=NNC2=CC1OCCOC)C1=CC(=NO1)C1=CC=C(C=C1)C(=O)N1CCN(CC1)C